CC1(OB(OC1(C)C)C1=CC=CC=2C=CC3=C(OC4=C3C=CC=C4)C12)C 4,4,5,5-tetramethyl-2-(naphtho[1,2-b]benzofuran-1-yl)-1,3,2-dioxaborolane